CC(=CCC(=O)[O-])[C@H](CCC=C(C)C)C (S)-2,3,7-trimethyloct-1,6-dienylacetate